BrC=1C=C(C2=C(N(N=N2)C(C)C)C1)F 6-bromo-4-fluoro-1-isopropyl-1H-benzo[d][1,2,3]Triazole